4-oxo-2-(pyridin-4-yl)-N-((2R)-5-((tetrahydrofuran-3-yl)oxy)-2,3-dihydro-1H-inden-2-yl)-3,4-dihydrothieno[3,4-d]pyrimidine-7-carboxamide O=C1C=2C(N=C(N1)C1=CC=NC=C1)=C(SC2)C(=O)N[C@@H]2CC1=CC=C(C=C1C2)OC2COCC2